N-[(3R,4S)-1-(3,3-difluorocyclobutanecarbonyl)-4-fluoropyrrolidin-3-yl]-3-fluoro-2-methylbenzamide FC1(CC(C1)C(=O)N1C[C@H]([C@H](C1)F)NC(C1=C(C(=CC=C1)F)C)=O)F